1-cyclobutyl-N-(3-(4-(2,3-dimethylphenyl)piperazin-1-yl)propyl)-2-(3,4,5-trimethoxyphenyl)-1H-benzo[d]imidazole-6-carboxamide C1(CCC1)N1C(=NC2=C1C=C(C=C2)C(=O)NCCCN2CCN(CC2)C2=C(C(=CC=C2)C)C)C2=CC(=C(C(=C2)OC)OC)OC